{4-(naphthalen-2-yl)phenyl}-(1,1':2',1'':4'',1'''-quaterphenyl-5'-yl)-(9,9'-spirobi[fluoren]-2-yl)-amine C1=C(C=CC2=CC=CC=C12)C1=CC=C(C=C1)N(C1=CC=2C3(C4=CC=CC=C4C2C=C1)C1=CC=CC=C1C=1C=CC=CC13)C1=CC=C(C(=C1)C1=CC=CC=C1)C1=CC=C(C=C1)C1=CC=CC=C1